C(C)(=O)O[C@@H]1CC2=CC[C@H]3[C@@H]4CC(C[C@@]4(C)CC[C@@H]3[C@]2(CC1)C)=O 16-oxo-androsta-5-en-3beta-ol acetate